2-amino-8-chloro-1,7-naphthyridine-3-carboxamide NC1=NC2=C(N=CC=C2C=C1C(=O)N)Cl